CNC(OC1=C(C(=C(C=C1)NC1=NC(=NC=C1Cl)Cl)P(=O)(C)C)C(C)(C)C)=O t-Butyl[4-((2,5-dichloropyrimidin-4-yl)amino)-3-(dimethylphosphoryl) phenyl] (methyl)carbamate